N=1N=NC(C(C=CC1)=O)=O triazocinequinone